BrC=1C=CC=C2CCCC(C12)O 8-bromo-1,2,3,4-tetrahydronaphthalen-1-ol